ClC1=CC(=C(C=C1)NC1=CC(=NC=C1C(=O)NOC)NC1=NC(=CC=C1)F)N(S(=O)(=O)C)C 4-((4-chloro-2-(N-methylmethylsulfonamido)phenyl)amino)-6-((6-fluoropyridin-2-yl)amino)-N-methoxynicotinamide